6-(2,6-dichlorophenyl)-2-((3-fluoro-4-(1-methylpiperidin-4-yl)phenyl)amino)imidazo[1,2-b]pyrimido[4,5-d]pyridazin-5(6H)-one ClC1=C(C(=CC=C1)Cl)N1N2C(C3=C(C1=O)C=NC(=N3)NC3=CC(=C(C=C3)C3CCN(CC3)C)F)=NC=C2